(E)-allyl alcohol C(C=C)O